CC(=CCC1=CC(=C(C=C1O)O)C2=COC3=CC(=CC(=C3C2=O)O)O)C The molecule is a hydroxyisoflavone that is isoflavanone substituted by hydroxy groups at positions 5, 7, 2' and 4' and a prenyl group at position 5. It has been isolated from Glycyrrhiza uralensis. It has a role as a plant metabolite.